3,5-bis(1,1-dimethylethyl)-N,N-diethylbenzenamine CC(C)(C)C=1C=C(C=C(C1)C(C)(C)C)N(CC)CC